C1(CC1)C(CNC(OC(C)(C)C)=O)(O)C1=NC(=C(C(=C1F)C(C)(C)O)F)C1=CC=C(C=C1)F Tert-Butyl {2-Cyclopropyl-2-[3,5-Difluoro-6-(4-Fluorophenyl)-4-(2-Hydroxypropan-2-yl)Pyridin-2-yl]-2-Hydroxyethyl}Carbamate